OC1=CC=C2C3=C1O[C@@H]1[C@]34CCN([C@@H]([C@@H]4C=C[C@@H]1OCC(=O)NCC(=O)NCC(=O)NCC(=O)NCC(=O)OC)C2)C methyl (2-(((4R,4aR,7S,7aR,12bS)-9-hydroxy-3-methyl-2,3,4,4a,7,7a-hexahydro-1H-4,12-methanobenzofuro[3,2-e]isoquinolin-7-yl)oxy)acetyl)glycylglycylglycylglycinate